Tricaprylyl-methylamine C(CCCCCCC)(=O)C(N)(C(CCCCCCC)=O)C(CCCCCCC)=O